O1[C@@H](COCC1)C[C@@H]1C2=C(C(NC1)=O)C(=C(N2)C2=NC=NC=C2)NC2=C(C(=CC=C2)F)OC (7S)-7-[(2R)-1,4-dioxan-2-ylmethyl]-3-[(3-fluoro-2-methoxyphenyl)amino]-2-(pyrimidin-4-yl)-1H,5H,6H,7H-pyrrolo[3,2-c]pyridin-4-one